C1(CC1)C1=NC=NC(=C1C=1N=CC2=C(N1)C(=CN2)CC2=CC=C(C=C2)C=2N(C=C(N2)C#N)C)OC 2-[4-[[2-(4-cyclopropyl-6-methoxy-pyrimidin-5-yl)-5H-pyrrolo[3,2-d]pyrimidin-7-yl]methyl]phenyl]-1-methyl-imidazole-4-carbonitrile